2,3-dihydro-[1,4]dioxino[2,3-b]pyridin-8-yl-[(7S)-2,7-dimethyl-3-(3,4,5-trifluorophenyl)-5,7-dihydro-4H-pyrazolo[3,4-c]pyridin-6-yl]methanone O1CCOC2=NC=CC(=C21)C(=O)N2[C@H](C=1C(CC2)=C(N(N1)C)C1=CC(=C(C(=C1)F)F)F)C